C(C1=CC=CC=C1)OC(=O)N[C@H](C(=O)N1[C@@H]([C@H]2C([C@H]2C1)(C)C)C(=O)O)C(C)(C)C (1R,2S,5S)-3-((S)-2-(((benzyloxy)carbonyl)amino)-3,3-dimethylbutyryl)-6,6-dimethyl-3-azabicyclo[3.1.0]hexane-2-carboxylic acid